(S)-ethyl 3-(5-cyclopropyl-2,4-difluoro-2',4',6-trimethylbiphenyl-3-yl)-3-((R)-1,1-dimethylethylsulfinamido)propanoate C1(CC1)C=1C(=C(C(=C(C1C)C1=C(C=C(C=C1)C)C)F)[C@H](CC(=O)OCC)N[S@](=O)C(C)(C)C)F